C12C=CC(C(C1)CN1C[C@@H]3[C@H](C1)CC(C3)NC=3N=NC(=CC3)C=3N(N=CC3C)C)C2 (3aR,5s,6aS)-2-(5-bicyclo[2.2.1]hept-2-enylmethyl)-N-[6-(2,4-dimethylpyrazol-3-yl)pyridazin-3-yl]-3,3a,4,5,6,6a-hexahydro-1H-cyclopenta[c]pyrrol-5-amine